IC=1N(C=2C=CC=C(C2C1)NC1C(CNCC1)C)CC(F)(F)F 2-iodo-N-(3-methylpiperidin-4-yl)-1-(2,2,2-trifluoroethyl)-1H-indol-4-amine